4-[2-[(S)-[(3S)-1-[(4-methoxyphenyl)methyl]-3,4-dihydro-2H-pyrido[2,3-b]-pyrazin-3-yl]-phenyl-methoxy]-1-methyl-ethyl]benzonitrile COC1=CC=C(C=C1)CN1C2=C(N[C@@H](C1)[C@@H](OCC(C)C1=CC=C(C#N)C=C1)C1=CC=CC=C1)N=CC=C2